(1S,2S)-N-[6-[4-((3S,4S)-4-fluoro-3-methyl-tetrahydrofuran-3-yl)piperazin-1-yl]-7-methyl-3-isoquinolyl]-2-(1-methylpyrazol-3-yl)cyclopropanecarboxamide F[C@H]1[C@@](COC1)(C)N1CCN(CC1)C=1C=C2C=C(N=CC2=CC1C)NC(=O)[C@@H]1[C@H](C1)C1=NN(C=C1)C